7-[(3R,4R)-3,4-dihydroxypyrrolidin-1-yl]-6-fluoro-4-oxo-1-(2,4,6-trifluorophenyl)-1,4-dihydro-1,8-naphthyridine-3-carboxylic acid O[C@@H]1CN(C[C@H]1O)C1=C(C=C2C(C(=CN(C2=N1)C1=C(C=C(C=C1F)F)F)C(=O)O)=O)F